8-[2-(hydroxymethyl)phenyl]-1,4-dioxaspiro[4.5]decan-8-ol OCC1=C(C=CC=C1)C1(CCC2(OCCO2)CC1)O